sodium 2-methyl-2-[(1-oxo-2-propen-1-yl)amino]-1-propanesulfonate, sodium salt [Na+].CC(CS(=O)(=O)[O-])(C)NC(C=C)=O.[Na+].CC(CS(=O)(=O)[O-])(C)NC(C=C)=O